3,3-difluoro-1-(6-(3-methyl-3H-imidazo[4,5-b]pyridin-6-yl)thieno[2,3-b]pyridin-2-yl)cyclobutyl acetate C(C)(=O)OC1(CC(C1)(F)F)C1=CC=2C(=NC(=CC2)C=2C=C3C(=NC2)N(C=N3)C)S1